N1C=CC2=CC=C(C=C12)CNC1=CN=C2C(=N1)N=C(C=C2)N2CCCC2 N-[(1H-indol-6-yl)methyl]-6-(pyrrolidin-1-yl)pyrido[2,3-b]pyrazin-3-amine